N-(4-(6-(1-Hydroxypropyl)-4-methylpyridin-3-yl)-[1,2,4]triazolo[1,5-a][1,6]naphthyridin-8-yl)acetamide OC(CC)C1=CC(=C(C=N1)C=1C=2N(C3=CC(=NC=C3C1)NC(C)=O)N=CN2)C